(3S)-3-(3-fluoropyrrolidin-1-yl)piperidine FC1CN(CC1)[C@@H]1CNCCC1